(4-chlorophenyl)-5-(trifluoromethyl)-1H-pyrazole-4-carbaldehyde ClC1=CC=C(C=C1)N1N=CC(=C1C(F)(F)F)C=O